deoxy-(3'R)-fluoro-guanosine F[C@@]1(C[C@@H](O)[C@@H](CO)O1)N1C=NC=2C(=O)NC(N)=NC12